C1(CCC1)N(C=1C(=CC2=C(OCO2)C1)SC=1N(C2=C(C(=NC=C2)N)N1)CCNCC(C)(C)C)C 2-((6-(cyclobutyl(methyl)amino)benzo[d][1,3]dioxol-5-yl)thio)-1-(2-(neopentylamino)ethyl)-1H-imidazo[4,5-c]pyridin-4-amine